C(=O)OC=C(CCC1C(CCC2C(CCCC12C)(C)C)=C)C 4-(5,5,8a-trimethyl-2-methylene-decalin-1-yl)-2-methyl-but-1-en-1-ol formate